anti-hexanol C(CCCCC)O